5-Hydroxy-6-iodonicotinonitrile OC=1C(=NC=C(C#N)C1)I